(3R,4S)-3,4-dimethylpyrrolidine C[C@H]1CNC[C@H]1C